C(C)(C)(C)OC(=O)N1CCN(CC1)C1=NC=C(C=N1)C=C 4-(5-vinyl-pyrimidin-2-yl)piperazine-1-carboxylic acid tert-butyl ester